Cl.C(C1=CC=CC=C1)C1=C(OCCN2CCN(CC2)CC)C=CC(=C1)Cl 1-(2-(2-Benzyl-4-chlorophenoxy)ethyl)-4-ethylpiperazine hydrochloride